C(C)(=O)C=1C=C(CCNS(=O)(=O)C=2C=CC3=C(C(=C(O3)C(=O)O)C)C2)C=CC1 5-(N-(3-Acetylphenethyl)sulfamoyl)-3-methylbenzofuran-2-carboxylic acid